S1C(=NC2=C1C=CC=C2)SC(C(=O)O)CC(=O)O 2-(1,3-benzothiazole-2-sulfenyl)succinic acid